sodium stearoyl-sodium isethionate S(=O)(=O)([O-])CCO.C(CCCCCCCCCCCCCCCCC)(=O)[Na].[Na+]